5-(3-(2-hydroxypropane-2-yl)bicyclo[1.1.1]pentane-1-yl)-1H-indole-2-carboxylic acid ethyl ester C(C)OC(=O)C=1NC2=CC=C(C=C2C1)C12CC(C1)(C2)C(C)(C)O